tert-butyl N-[6-[4-bromo-3-(trifluoromethyl)pyrazol-1-yl]pyridazin-3-yl]carbamate BrC=1C(=NN(C1)C1=CC=C(N=N1)NC(OC(C)(C)C)=O)C(F)(F)F